BrC1=NC(=CC(=C1)C(F)(F)F)C1CC1 2-bromo-6-cyclopropyl-4-(trifluoromethyl)pyridine